7-fluoro-8-(1H-indol-7-yl)-1,4,4,9-tetramethyl-5H-[1,2,4]triazolo[4,3-a]quinoxaline FC=1C=C2NC(C=3N(C2=C(C1C=1C=CC=C2C=CNC12)C)C(=NN3)C)(C)C